ClC1=C(C=CC=C1)N1CCN(CC1)C1=C(C(OC(=C1)C1=CC2=CC=CC=C2C=C1)=O)C#N 4-(4-(2-chlorophenyl)piperazin-1-yl)-6-(naphthalen-2-yl)-2-oxo-2H-pyran-3-carbonitrile